ClC=1C=C2C=CC(=CC2=CC1)OCC(CN1CCN(CC1)C1=C(C=NC=C1Cl)Cl)O 1-((6-chloronaphthalen-2-yl)oxy)-3-(4-(3,5-dichloropyridin-4-yl)piperazin-1-yl)propan-2-ol